C1(CC1)C1=CC(=NC=C1)NC(=O)NC1CC2(CN(C2)C(=O)C2=C3N(N=C2)C=CN3C)C1 1-(4-cyclopropylpyridin-2-yl)-3-(2-(1-methyl-1H-imidazo[1,2-b]pyrazole-7-carbonyl)-2-azaspiro[3.3]heptan-6-yl)urea